CS(=O)(=O)C=1C=C(CNC2=NC(=NC=C2C(F)(F)F)NC2=CC=C(C=C2)C2CCN(CC2)CC2=CC=C(C=C2)N2C(NC(CC2)=O)=O)C=CC1 1-(4-((4-(4-((4-((3-(methylsulfonyl)benzyl)amino)-5-(trifluoromethyl)pyrimidin-2-yl)amino)phenyl)piperidin-1-yl)methyl)phenyl)dihydropyrimidine-2,4(1H,3H)-dione